N1(CCCC1)CCCN1CCNCCC1 4-(3-(pyrrolidin-1-yl)propyl)-1,4-diazepan